C(C)C(CC1=C2C(=C(S1)CC(CCCC)CC)C(C=1C(=C(SC1C=1SC=CC1Br)C=1[Se]C=CC1Br)C2=O)=O)CCCC 1,3-bis(2-ethylhexyl)-5-(bromothiophen-2-yl)-7-(bromoselenophen-2-yl)-4H,8H-benzo[1,2-c:4,5-c']dithiophene-4,8-dione